FC1=CC(=C(C=C1)[C@H]1[C@@H](O[C@](C1)(C(F)(F)F)C)C(=O)NC1=CC(=NC=C1)SC)OC |r| rac-(2r,3s,5r)-3-(4-fluoro-2-methoxyphenyl)-5-methyl-N-(2-(methylsulfanyl)pyridin-4-yl)-5-(trifluoromethyl)tetrahydrofuran-2-carboxamide